N2-(5-methoxypyridin-3-yl)-5-methyl-N4-(2-oxo-2,3-dihydro-1,3-benzoxazol-5-yl)-2,4-pyrimidinediamine COC=1C=C(C=NC1)NC1=NC=C(C(=N1)NC=1C=CC2=C(NC(O2)=O)C1)C